CN(CCN(C=1C(=CC(=C(C1)OC)NC1=NC=CC(=N1)N1CC2(C3=NC(=CC=C31)C)CCCCC2)N)C)C N1-(2-(dimethylamino)ethyl)-5-methoxy-N1-methyl-N4-(4-(5'-methylspiro[cyclohexane-1,3'-pyrrolo[3,2-b]pyridin]-1'(2'H)-yl)pyrimidin-2-yl)benzene-1,2,4-triamine